O(C1=CC=CC=C1)C1=CC=C(C=C1)C=1N=C(N2C1C=NC=C2)[C@H]2CNCCC2 (R)-1-(4-phenoxyphenyl)-3-(piperidin-3-yl)imidazo[1,5-a]pyrazine